(1R,2R)-1-((2R,3R,4S,6R)-4-acetoxy-6-((6-aminohexyl) oxy)-6-(methoxycarbonyl)-3-((2-nitrophenyl) sulfonamido) tetrahydro-2H-pyran-2-yl)-3-azidopropane-1,2-diyl diacetate TFA salt OC(=O)C(F)(F)F.C(C)(=O)O[C@H]([C@@H](CN=[N+]=[N-])OC(C)=O)[C@@H]1O[C@](C[C@@H]([C@H]1NS(=O)(=O)C1=C(C=CC=C1)[N+](=O)[O-])OC(C)=O)(C(=O)OC)OCCCCCCN